CC=1C(=NNC1NC(CCC1=C(C(=C(C=C1)F)F)F)=O)C1=CC=NC=C1 N-(4-Methyl-3-(pyridin-4-yl)-1H-pyrazol-5-yl)-3-(2,3,4-trifluorophenyl)propanamide